C(C)(C)(C)OC(N[C@H]1C[C@@H](CCC1)N)=O (1R,3R)-3-aminocyclohexylcarbamic acid tert-butyl ester